(S)-5-((R)-2-hydroxy-4-methylpentanoyl)-N-((S)-3-oxo-1-((S)-2-oxopyrrolidin-3-yl)-4-(trifluoromethoxy)butan-2-yl)-5-azaspiro[2.4]heptane-6-carboxamide O[C@@H](C(=O)N1CC2(CC2)C[C@H]1C(=O)N[C@@H](C[C@H]1C(NCC1)=O)C(COC(F)(F)F)=O)CC(C)C